BrC=1C=C(C2=C(N(C(=N2)C(F)F)C2=NC(=NC(=N2)Cl)N2CCOCC2)C1)OC 4-(4-(6-bromo-2-(difluoromethyl)-4-methoxy-1H-benzo[d]imidazol-1-yl)-6-chloro-1,3,5-triazin-2-yl)morpholine